C1=NC=CC2=CC(=CC=C12)B(O)O ISOQUINOLINE-6-BORONIC ACID